5-(4-fluoro-1-isopropyl-2-methyl-1H-benzo[d]imidazol-6-yl)-N-(1-methylpiperidin-4-yl)pyrrolo[2,1-f][1,2,4]triazin-2-amine FC1=CC(=CC=2N(C(=NC21)C)C(C)C)C=2C=CN1N=C(N=CC12)NC1CCN(CC1)C